C(C)(C)(C)C1=CC=C(C=C1)SCC(C1=CC=CC=C1)C1=CC=NC=C1 4-(2-((4-(tert-butyl)phenyl)thio)-1-phenylethyl)pyridine